CC1=C(SC=C1)NC1=C(C(=O)OC)C=C(C=C1)C(F)(F)F methyl 2-((3-methylthiophen-2-yl)amino)-5-(trifluoromethyl)-benzoate